NC1=C(C=C(C=N1)NC(C(=O)N1[C@@H](CC[C@H](C1)C)C1=CC2=C(N=CS2)C=C1)=O)C N-(6-amino-5-methyl-3-pyridyl)-2-[(2S,5R)-2-(1,3-benzothiazol-6-yl)-5-methyl-1-piperidyl]-2-oxo-acetamide